O=C1NC(CCC1N1C(C2=CC=C(C=C2C1=O)N1CC2CCC(C1)N2CC2=C(CC(CC2)(C)C)C2=CC=C(C=C2)F)=O)=O 2-(2,6-dioxopiperidin-3-yl)-5-(8-((4'-fluoro-5,5-dimethyl-3,4,5,6-tetrahydro-[1,1'-biphenyl]-2-yl)methyl)-3,8-diazabicyclo[3.2.1]octan-3-yl)isoindoline-1,3-dione